ClC(C)OC(O[C@@H]1[C@@]2(CC[C@H](C1(C)C)C2)C)=O Carbonic acid (1R,2R,4S)-1,3,3-trimethylbicyclo[2.2.1]hept-2-yl 1-chloroethyl ester